pyridin-3(2H)-one hydrochloride Cl.N=1CC(C=CC1)=O